(1r,4r)-4-[(2,5-dioxo-2,5-dihydro-1H-pyrrol-1-yl)methyl]cyclohexane-1-carboxylic acid O=C1N(C(C=C1)=O)CC1CCC(CC1)C(=O)O